guanidine HBr Br.NC(=N)N